C(C)(C)(C)OC(=O)NCC[C@H](CO)NC(OCC1C2=CC=CC=C2C=2C=CC=CC12)=O 9H-fluoren-9-ylmethyl N-[(1R)-3-(tert-butoxycarbonylamino)-1-(hydroxymethyl)propyl]carbamate